Cl.ClC1=CC(=C(CNCC2CCNCC2)C=C1)OCCOC N-(4-chloro-2-(2-methoxyethoxy)benzyl)-1-(piperidin-4-yl)methanamine hydrochloride